(S)-5-methyl-N-(3-(1-((2-(1-methyl-1H-pyrazol-4-yl)-3H-imidazo[4,5-b]pyridin-6-yl)amino)ethyl)phenyl)nicotinamide CC=1C=NC=C(C(=O)NC2=CC(=CC=C2)[C@H](C)NC=2C=C3C(=NC2)NC(=N3)C=3C=NN(C3)C)C1